4-(fluoromethyl)benzaldehyde FCC1=CC=C(C=O)C=C1